4-Amino-5-fluoropyrimidin-2(1H)-on NC1=NC(NC=C1F)=O